C(C)(=O)C1=C(C=C(C(=C1)Cl)Cl)C=1C(=C(C(=O)N)C=C(C1)C#N)Cl (2-acetyl-4,5-dichlorophenyl)-2-chloro-5-cyanobenzamide